5-phenylpyrrolidin-2-one C1(=CC=CC=C1)C1CCC(N1)=O